8-(Acryloyloxy)-octyl methacrylat C(C(=C)C)(=O)OCCCCCCCCOC(C=C)=O